1-[(2,4-difluorophenyl)methyl]-3-[(4-ethoxyphenyl)methyl]-1-(1-methylpiperidin-4-yl)urea FC1=C(C=CC(=C1)F)CN(C(=O)NCC1=CC=C(C=C1)OCC)C1CCN(CC1)C